4-bromo-5-iodo-1-(2-morpholinoethyl)pyridin-2(1H)-one BrC1=CC(N(C=C1I)CCN1CCOCC1)=O